C(C1=CC=CC=C1)O[C@H]1CN(C[C@H](C1OCC1=CC=CC=C1)OCC1=CC=CC=C1)C(C)CCC1=C(C(=CC=C1)Cl)F (3s,4r,5r)-3,4,5-tris(benzyloxy)-1-(4-(3-chloro-2-fluorophenyl)butan-2-yl)piperidine